3-[2-(perfluorooctyl)ethoxycarbonyl]pyrrole FC(C(C(C(C(C(C(C(F)(F)F)(F)F)(F)F)(F)F)(F)F)(F)F)(F)F)(CCOC(=O)C1=CNC=C1)F